tert-Butyl 6-(4,7-dioxo-3,8-diazaspiro[5.6]dodecan-3-yl)pyridine-3-carboxylate O=C1N(CCC2(C1)C(NCCCC2)=O)C2=CC=C(C=N2)C(=O)OC(C)(C)C